C(C)(=O)OC(=O)F fluoroformyl acetate